6-bromo-4-oxo-N-(pyridin-3-yl)-4H-chromene-2-formamide BrC=1C=C2C(C=C(OC2=CC1)C(=O)NC=1C=NC=CC1)=O